4-((7,7-difluoro-9-isopropyl-5-methyl-6-oxo-6,7,8,9-tetrahydro-5H-pyrimido[4,5-b][1,4]diazepin-2-yl)amino)-3-methoxy-N-(piperazin-1-yl)benzamide FC1(C(N(C2=C(N(C1)C(C)C)N=C(N=C2)NC2=C(C=C(C(=O)NN1CCNCC1)C=C2)OC)C)=O)F